CN1C(=NN=C1C=1C=NC=CC1C1=CC(=CC=C1)[N+](=O)[O-])S 4-methyl-5-(4-(3-nitrophenyl)pyridin-3-yl)-4H-1,2,4-triazole-3-thiol